2-(1-methyl-1H-tetrazol-5-ylsulfanyl)-5-nitro-N-(4-piperidin-yl-phenyl)-benzamide CN1N=NN=C1SC1=C(C(=O)NC2=CC=C(C=C2)N2CCCCC2)C=C(C=C1)[N+](=O)[O-]